FC1(C(N(C2=C(O1)C=C(C(=C2)C2=C(C(=C(C(=C2F)F)F)F)F)F)CC(=O)N2[C@H](CS(CC2)(=O)=O)C(=O)O)=O)F (S)-4-(2-(2,2,7-trifluoro-3-oxo-6-(perfluorophenyl)-2,3-dihydro-4H-benzo[b][1,4]oxazin-4-yl)acetyl)thiomorpholine-3-carboxylic acid 1,1-dioxide